C(C(=C)C)(=O)OCCOC(C=1C(C(=O)O)=CC=CC1)=O phthalic acid mono(2-methacryloyloxyethyl) ester